16-(propylsulfonamido)hexadecanoic acid C(CC)S(=O)(=O)NCCCCCCCCCCCCCCCC(=O)O